N-[(S)-1-(3,4-dimethoxyphenyl)ethyl]-4-[(R)-5-methyl-1,4-diazepan-1-yl]-8-cyclopropyl-6-methyl-1,7-diaza-3-naphthamide COC=1C=C(C=CC1OC)[C@H](C)NC(=O)C=1C=NC2=C(N=C(C=C2C1N1CCN[C@@H](CC1)C)C)C1CC1